CN1CCN(CC1)C1=C2CCN=CC2=CC(=C1)C1=CC=C(C=C1)C(F)(F)F 5-(4-methylpiperazin-1-yl)-7-(4-(trifluoromethyl)phenyl)-3,4-dihydroisoquinoline